8-(2,4-Dichlorophenyl)-9-(4-((1-(3-fluoropropyl)azetidin-3-yliden)methyl)-2-methylphenyl)-6,7-dihydro-5H-benzo[7]annulen ClC1=C(C=CC(=C1)Cl)C=1CCCC2=C(C1C1=C(C=C(C=C1)C=C1CN(C1)CCCF)C)C=CC=C2